(±)-(2-chloro-3-(trifluoromethyl)phenyl)(3-(furan-2-yl)-8-phenyl-5,6-dihydro-[1,2,4]triazolo[4,3-a]pyrazin-7(8H)-yl)methanone ClC1=C(C=CC=C1C(F)(F)F)C(=O)N1[C@@H](C=2N(CC1)C(=NN2)C=2OC=CC2)C2=CC=CC=C2 |r|